Cl.ClCC(C)N1CCCC1 1-(1-chloropropane-2-yl)pyrrolidine hydrochloride